1,1,1,3,3,3-Hexafluoropropan-2-yl 4-(2-(2-ethyl-2,8-diazaspiro[4.5]decan-8-yl)-4-(trifluoromethyl)benzyl)piperazine-1-carboxylate C(C)N1CC2(CC1)CCN(CC2)C2=C(CN1CCN(CC1)C(=O)OC(C(F)(F)F)C(F)(F)F)C=CC(=C2)C(F)(F)F